7-methylindoline-2,3-dione CC=1C=CC=C2C(C(NC12)=O)=O